FC(CCC(=O)N1CCC(CC1)C=1C=NC=C(C1)OC)(F)F 4,4,4-trifluoro-1-[4-(5-methoxy-3-pyridinyl)-1-piperidinyl]butan-1-one